N1C(=NC2=C1C=CC=C2)C(CC#N)=O 3-(1H-benzo[d]imidazol-2-yl)-3-oxopropanenitrile